Cl.COC(C(C)C1=CC=C(C=C1)OCC(CNC(C)C)O)=O 4-(3-isopropylamino-2-hydroxypropoxy)phenylpropionic acid methyl ester hydrochloride